4-Nitrobenzyl (3R,5R,6R)-3-(4-(((tert-butoxycarbonyl)amino)methyl)-1H-1,2,3-triazol-1-yl)-7-oxo-6-(2-phenylacetamido)-4-thia-1-azabicyclo[3.2.0]heptane-3-carboxylate C(C)(C)(C)OC(=O)NCC=1N=NN(C1)[C@@]1(CN2C([C@H]([C@H]2S1)NC(CC1=CC=CC=C1)=O)=O)C(=O)OCC1=CC=C(C=C1)[N+](=O)[O-]